1,4-di(4-carboxyphenyl)-2,3,5,6-tetramethylbenzene C(=O)(O)C1=CC=C(C=C1)C1=C(C(=C(C(=C1C)C)C1=CC=C(C=C1)C(=O)O)C)C